C(C1=CC=CC=C1)OCC(F)(F)C1CCN(CC1)C(=O)OC(C)(C)C tert-butyl 4-(2-benzyloxy-1,1-difluoro-ethyl)piperidine-1-carboxylate